ClC=1C(=NC=C(C1NC=1C(=C2C(N(C=NC2=CC1)C)=O)C)F)NS(=O)(=O)CCC N-(3-chloro-4-((3,5-dimethyl-4-oxo-3,4-dihydroquinazolin-6-yl)amino)-5-fluoropyridin-2-yl)propane-1-sulfonamide